ICCOCCOCCOCCOCCOCCOCCOCCOCCCCNC(OC(C)(C)C)=O tert-butyl (1-iodo-3,6,9,12,15,18,21,24-octaoxaoctacosane-28-yl)carbamate